fluoro-terphenyl-2'-ol FC1=C(C=CC=C1)C=1C(CC=CC1)(C1=CC=CC=C1)O